Dimethyl-(((3-methylazetidin-3-yl)amino)methyl)phosphine 2-hydroxypropane-1,3-diyl-bis(4-cyclohexylbutanoate) OC(CC(C(=O)O)CCC1CCCCC1)CC(C(=O)O)CCC1CCCCC1.CP(CNC1(CNC1)C)C